N-(4-(chlorodifluoromethoxy)phenyl)-1-isopropyl-7-(4H-1,2,4-triazol-4-yl)-1H-benzo[d]imidazole-5-carboxamide ClC(OC1=CC=C(C=C1)NC(=O)C1=CC2=C(N(C=N2)C(C)C)C(=C1)N1C=NN=C1)(F)F